ClC1=C2N=CN(C2=NC(=N1)N)CC1=NC=C(C(=C1C)OC)C 6-chloro-9-((4-methoxy-3,5-dimethylpyridin-2-yl)methyl)-9H-purin-2-amine